γ-carboxylglutamate C(=O)(O)C(C[C@H](N)C(=O)[O-])C(=O)[O-]